diphenyl-(trifluoromethyl)sulfonium C1(=CC=CC=C1)[S+](C(F)(F)F)C1=CC=CC=C1